C=C\C=C\CCCCCCC 3E-undecadiene